COC=1C=C2C(NC=3C=CC=CC3C2=CC1)(C)CC(=O)OC Methyl 2-(8-methoxy-6-methyl-5,6-dihydrophenanthridin-6-yl)acetate